[N+](=O)([O-])C=1C=C(C=CC1)C(C(=O)NN)C1COC1 2-(3-nitrophenyl)-2-(oxetan-3-yl)acethydrazide